OC1CC(=O)OC1O 3,4-dihydroxy-γ-butyrolactone